2-(N-(1-(1-(naphthalen-1-yl)ethyl)piperidin-4-yl)methanesulfonamido)acetamide C1(=CC=CC2=CC=CC=C12)C(C)N1CCC(CC1)N(S(=O)(=O)C)CC(=O)N